3-(1-hydroxyheptyl)-4-(hydroxymethyl)dihydrofuran-2(3H)-one OC(CCCCCC)C1C(OCC1CO)=O